5-bromobenzo[d]isothiazol-3-amine BrC=1C=CC2=C(C(=NS2)N)C1